9,10-difluoro-6-((((2-methoxypyridin-4-yl)methyl)(1-(pyrazin-2-yl)piperidin-3-yl)amino)methyl)-2,3-dihydro-7H-[1,4]oxazino[2,3,4-ij]quinolin-7-one FC=1C=C2C(C(=CN3C2=C(C1F)OCC3)CN(C3CN(CCC3)C3=NC=CN=C3)CC3=CC(=NC=C3)OC)=O